FC(C1=NC=C(C=C1)C=O)(F)F 2-trifluoromethyl-5-pyridinealdehyde